(phenyl)(but-3-en-1-yl)methylene(cyclopentadienyl)(2,7-di-tert-butylfluoren-9-yl)hafnium C1(=CC=CC=C1)C(=[Hf](C1C2=CC(=CC=C2C=2C=CC(=CC12)C(C)(C)C)C(C)(C)C)C1C=CC=C1)CCC=C